O(C1=CC=CC=C1)CCN(CC[C@@H](C(=O)O)NC1=NC=C(C=N1)C(F)(F)F)CCCCC1=NC=2NCCCC2C=C1 (S)-4-((2-phenoxyethyl)(4-(5,6,7,8-tetrahydro-1,8-naphthyridin-2-yl)butyl)amino)-2-((5-(trifluoromethyl)pyrimidin-2-yl)amino)butanoic acid